ClC=1C=C(C=CC1F)[C@@H]1N(OCC1)C1=CC(=NC=N1)NC1=C(C=C(C=C1)N1CCC(CC1)N1CCN(CC1)C)OC (R)-6-(3-(3-chloro-4-fluorophenyl)isoxazolidin-2-yl)-N-(2-methoxy-4-(4-(4-methylpiperazine-1-yl)piperidin-1-yl)phenyl)pyrimidin-4-amine